[N-]=C=O.FC1=CC=CC(=C1)F 2,4-difluorobenzene isocyanate